C12OCCOC2C1C(=O)N 2,5-dioxabicyclo[4.1.0]heptane-7-carboxamide